ClC=1C=C(C=CC1F)C=1C(=NC(=NC1)NC=1C=NN(C1)CCOC)NC=1C=C(C=CC1F)NC(C=C)=O N-(3-((5-(3-chloro-4-fluorophenyl)-2-((1-(2-methoxyethyl)-1H-pyrazol-4-yl)amino)pyrimidin-4-yl)amino)-4-fluorophenyl)acrylamide